Methyl (S)-5-amino-2-((5-(4-(N-((2,4-diaminopteridin-6-yl)methyl)formamido)benzamido)-6-methoxy-6-oxohexyl)amino)nicotinate NC=1C=NC(=C(C(=O)OC)C1)NCCCC[C@@H](C(=O)OC)NC(C1=CC=C(C=C1)N(C=O)CC=1N=C2C(=NC(=NC2=NC1)N)N)=O